C1(CCC1)C=NS(=O)C(C)(C)C N-(cyclobutylmethylene)-2-methylpropane-2-sulfinamide